C=C(C(=O)O)CC(OC(C)(C)C1=NC=C(C=C1)C(F)(F)F)=O 2-methylene-4-oxo-4-((2-(5-(trifluoromethyl)pyridin-2-yl)propan-2-yl)oxy)butanoic acid